Cl.NC1=CCN(C=C1)C1=CC(=C(C(=N1)C1=CC(=C(C#N)C=C1)F)C=1C=C2C(=NNC2=CC1)Cl)O 4-(6-(4-aminopyridin-1-yl)-3-(3-chloro-1H-indazol-5-yl)-4-hydroxypyridin-2-yl)-2-fluoro-benzonitrile hydrochloride